C1(CC1)C1=CC=C(O1)C=1C(=C(C(=NC1C)C)C(=O)NC1=CC(=C(C=C1)OC1=CC=NC2=CC(=C(N=C12)OC)OC)F)O 5-(5-Cyclopropylfuran-2-yl)-N-[4-[(6,7-dimethoxy-1,5-naphthyridin-4-yl)oxy]-3-fluorophenyl]-4-hydroxy-2,6-dimethylpyridine-3-carboxamide